C(C1=CC=CC=C1)N1C[C@@](CCC1)(C1=CC(=CC=C1)C#N)NC(=O)C=1N(C2=CC=C(C(=C2C1)Cl)Cl)C |r| (±)-N-(1-benzyl-3-(3-cyanophenyl)piperidin-3-yl)-4,5-dichloro-1-methyl-1H-indole-2-carboxamide